2-(10-([1,1'-biphenyl]-4-yl-2',3',4',5',6'-d5)anthracen-9-yl)dibenzo[b,d]furan C1(=CC=C(C=C1)C1=C2C=CC=CC2=C(C2=CC=CC=C12)C1=CC2=C(OC3=C2C=CC=C3)C=C1)C1=C(C(=C(C(=C1[2H])[2H])[2H])[2H])[2H]